tert-butyl 5-[3-[[(4R)-1-[(3-aminophenyl)methylsulfonyl]-2,2-dimethyl-4-piperidyl]amino]-4-fluoro-phenyl]-4-chloro-3-(2-ethoxy-2-oxo-ethoxy)thiophene-2-carboxylate NC=1C=C(C=CC1)CS(=O)(=O)N1C(C[C@@H](CC1)NC=1C=C(C=CC1F)C1=C(C(=C(S1)C(=O)OC(C)(C)C)OCC(=O)OCC)Cl)(C)C